6-benzyl-3,4,6,7-tetrahydro-5,7-dioxo-2H-pyrrolo[3,4-b]pyridine-1(5H)carboxylic acid tert-butyl ester C(C)(C)(C)OC(=O)N1C2=C(CCC1)C(N(C2=O)CC2=CC=CC=C2)=O